C(C)(C)(C)OC(=O)N1C(C(CC1)=O)COC1CCC(CC1)C1=C(C=CC=C1C)O.C[Si](OCCCCC)(OCCCCC)C1=CC=CC=C1 methyl-(phenyl)dipentyloxysilane tert-butyl-2-((((1s,4s)-4-(2-hydroxy-6-methylphenyl)cyclohexyl)oxy)methyl)-3-oxopyrrolidine-1-carboxylate